4,4-bis(non-3,6-dien-1-yloxy)butanoic acid C(CC=CCC=CCC)OC(CCC(=O)O)OCCC=CCC=CCC